(3-(2-(hydroxymethyl)-4-(2-isopropylphenoxy)phenyl)pyrrolidin-1-yl)(6-methylpyridin-2-yl)methanone OCC1=C(C=CC(=C1)OC1=C(C=CC=C1)C(C)C)C1CN(CC1)C(=O)C1=NC(=CC=C1)C